FC=1C(=NC=C(C1)C#CCF)N1N(CC(=C1)C)C(=O)OC(C)(C)C tert-butyl 2-(3-fluoro-5-(3-fluoroprop-1-yn-1-yl)pyridin-2-yl)-4-methylpyrazoline-1-carboxylate